BrC=1N(C(=C(N1)C1=NC2=C(N1C)C=C1C(=C2)OC(C(O1)(F)F)(F)F)SCC)C 2-[2-Bromo-5-(ethylsulfanyl)-1-methyl-1H-imidazol-4-yl]-6,6,7,7-tetrafluoro-1-methyl-6,7-dihydro-1H-[1,4]dioxino[2,3-f]benzimidazol